BrC=1C=C2C=C(C(=NC2=CC1)OC)C(C(CCN(C)C)(O)C1=CC(=NC(=C1)OC)OC)C1=CC=CC=2CCCCC12 1-(6-bromo-2-methoxyquinolin-3-yl)-2-(2,6-dimethoxypyridin-4-yl)-4-(dimethylamino)-1-(5,6,7,8-tetrahydronaphthalen-1-yl)butan-2-ol